5-(3,4-dimethylphenyl)-N-(1,1-dioxido-2,3-dihydrothiophen-3-yl)-3-methoxypicolinamide CC=1C=C(C=CC1C)C=1C=C(C(=NC1)C(=O)NC1CS(C=C1)(=O)=O)OC